COC1=NC(=NC(=C1)OC)OC1=C(C(=O)[O-])C(=CC=C1)OC1=NC(=CC(=N1)OC)OC.[Na+] sodium 2,6-bis[(4,6-dimethoxypyrimidin-2-yl)oxy]benzoate